NC([C@H](C[C@H]1C(NCCC1)=O)NC([C@H](CC1CC1)NC(=O)C=1NC(=C(C1)Cl)Cl)=O)=O N-[(1S)-2-[[(1S)-2-amino-2-oxo-1-[[(3S)-2-oxo-3-piperidyl]methyl]ethyl]amino]-1-(cyclopropylmethyl)-2-oxo-ethyl]-4,5-dichloro-1H-pyrrole-2-carboxamide